C(CCCCCCCCCCC)(=O)NCCCNCCO lauramidopropyl-hydroxyethylamine